N=1N=CN2C1C=CC(=C2)C2=CNC=1N=C(N=C(C12)OC)NC1CCC2(CN(C2)C(C)=O)CC1 1-(7-((5-([1,2,4]triazolo[4,3-a]pyridin-6-yl)-4-methoxy-7H-pyrrolo[2,3-d]pyrimidin-2-yl)amino)-2-azaspiro[3.5]nonan-2-yl)ethan-1-one